2-[4-[[[5-fluoro-6-[methyl-[(4-pyrazol-1-ylphenyl)methyl]amino]pyrimidin-4-yl]amino]methyl]tetrahydropyran-4-yl]ethanol FC=1C(=NC=NC1N(CC1=CC=C(C=C1)N1N=CC=C1)C)NCC1(CCOCC1)CCO